CN(CCCS(=O)(=O)[O-])C N,N-dimethyl-3-amino-1-propanesulfonate